Cl.Cl.Cl.CO methanol trihydrochloride